[Cl-].O1CCC2=CC=CC3=C2C1C[NH2+]CC3 3,7,8,9,10,10a-Hexahydro-2H-isochromeno[1,8-cd]azepin-9-ium chloride